O=C1NC(CCC1N1C(C2=CC=C(C=C2C1=O)OC[C@@H]1CNC[C@H](O1)C)=O)=O 2-(2,6-dioxo-3-piperidinyl)-5-[[(2s,6r)-6-methylmorpholin-2-yl]methoxy]isoindoline-1,3-dione